CN1C(N(C(CC1=O)=O)C)=O 1,3-Dimethyl-2,4,6-trioxotetrahydropyrimidine